tert-Butyl (2S)-4-(7-(benzyloxy)-2'-(methylthio)-3,4,5',8'-tetrahydro-2H,6'H-spiro[naphthalene-1,7'-quinazolin]-4'-yl)-2-(cyanomethyl)piperazine-1-carboxylate C(C1=CC=CC=C1)OC1=CC=C2CCCC3(CCC=4C(=NC(=NC4C3)SC)N3C[C@@H](N(CC3)C(=O)OC(C)(C)C)CC#N)C2=C1